C(C)OC(=O)C=1NC=C(N1)C=O 4-FORMYL-IMIDAZOLE-2-CARBOXYLIC ACID ETHYL ESTER